BrC1=C(C=C(C=C1)NC(=O)C1CCC(CC1)N1C(C2=CC=CC(=C2C1)C)=O)OC (1s,4s)-N-(4-Bromo-3-methoxyphenyl)-4-(4-methyl-1-oxoisoindolin-2-yl)cyclohexane-1-carboxamide